zirconium (IV) 4-methoxybenzoate COC1=CC=C(C(=O)[O-])C=C1.[Zr+4].COC1=CC=C(C(=O)[O-])C=C1.COC1=CC=C(C(=O)[O-])C=C1.COC1=CC=C(C(=O)[O-])C=C1